(2-fluorophenyl)-1H-pyrrole-3-formamide FC1=C(C=CC=C1)N1C=C(C=C1)C(=O)N